ClC=1C=CC(=C(C1)[C@H]([C@@H](CN1CCCC1)NC(CC1CC2=CC=CC=C2C1)=O)O)OC N-((1R,2R)-1-(5-chloro-2-methoxyphenyl)-1-hydroxy-3-(pyrrolidin-1-yl)propan-2-yl)-2-(2,3-dihydro-1H-inden-2-yl)acetamide